FC(OC1=C(C=CC(=C1)F)[C@H]1[C@H](O[C@@]([C@@H]1C)(C(F)(F)F)C)C(=O)NC1=CC(=NC=C1)C(=O)N)F 4-((2S,3S,4R,5S)-3-(2-(difluoromethoxy)-4-fluorophenyl)-4,5-dimethyl-5-(trifluoromethyl)tetrahydrofuran-2-carboxamido)picolinamide